2-hydroxy-3-methylsulfanyl-1,4-naphthoquinone OC=1C(C2=CC=CC=C2C(C1SC)=O)=O